7-(4-fluorobenzyl)-8-(3-fluorophenoxy)-1-(3-hydroxypropyl)-3-methyl-1H-purine-2,6(3H,7H)-dione FC1=CC=C(CN2C(=NC=3N(C(N(C(C23)=O)CCCO)=O)C)OC2=CC(=CC=C2)F)C=C1